2-((6-cyanobenzo[d]thiazol-2-yl)amino)-N-(pyrrolidin-2-ylmethyl)isonicotinamide C(#N)C1=CC2=C(N=C(S2)NC=2C=C(C(=O)NCC3NCCC3)C=CN2)C=C1